N-((3R,4S)-3-((((1s,4S)-4-(1-methyl-1H-benzo[d]imidazol-6-yl)cyclohexyl)oxy)methyl)-1-(pyridin-2-yl)piperidin-4-yl)methanesulfonamide CN1C=NC2=C1C=C(C=C2)C2CCC(CC2)OC[C@@H]2CN(CC[C@@H]2NS(=O)(=O)C)C2=NC=CC=C2